ClC1=CC=C(O1)C1C(=NN(C1(C(=O)NCC1(CCN(CC1)C)OC)C)C1=C(C=C(C=C1)F)F)C1=C(C=C(C=C1)F)F 4-(5-Chlorofuran-2-yl)-1,3-bis(2,4-difluorophenyl)-N-((4-methoxy-1-methylpiperidin-4-yl)methyl)-5-methyl-4,5-dihydro-1H-pyrazole-5-carboxamide